3-(methacryloxymethyl)oxirane C(C(=C)C)(=O)OCC1CO1